(±)-5-(1-methoxypropyl)-1,2,4-oxadiazol-3-amine CO[C@H](CC)C1=NC(=NO1)N |r|